nonanoic acid N-methylheptylamide CN(C(CCCCCCCC)=O)CCCCCCC